methyl 5-(azetidin-1-yl)-2-fluorobenzoate N1(CCC1)C=1C=CC(=C(C(=O)OC)C1)F